C(C)(C)(C)NC(CN(C)C=1C2=C(N=C(N1)C1=CC3=C(C=N1)OCCO3)CCC2)=O N-tert-butyl-2-[(2-{2H,3H-[1,4]dioxino[2,3-c]pyridin-7-yl}-5H,6H,7H-cyclopenta[d]pyrimidin-4-yl)(methyl)amino]acetamide